3,6-Dichloro-4-(3-iodo-4,5-dihydrofuran-2-yl)pyridazine ClC=1N=NC(=CC1C=1OCCC1I)Cl